(E)-2,4,7-trimethyl-4-(3-methylbut-2-en-1-yl)oct-2,6-dienal C/C(/C=O)=C\C(CC=C(C)C)(CC=C(C)C)C